(4-(6-Fluoroquinolin-4-yl)cyclohex-3-en-1-yl)carbamic acid tert-butyl ester C(C)(C)(C)OC(NC1CC=C(CC1)C1=CC=NC2=CC=C(C=C12)F)=O